COC(C1=CC=C2C3(CC(NC2=N1)C3)N)OC 7-(dimethoxymethyl)-4-amino-1,2,3,4-tetrahydro-2,4-methylene-1,8-naphthyridine